C(CCCCC)OC1=C(C(=CC=C1)O)C(\C=C\C1=CC=C(C=C1)O)=O (E)-1-(2-Hexoxy-6-hydroxyphenyl)-3-(4-hydroxyphenyl)prop-2-en-1-one